tert-Butyl (7-(4-amino-7-(1-methyl-1H-pyrazol-3-yl)pyrrolo[2,1-F][1,2,4]triazin-5-yl)benzo[D][1,3]dioxol-4-yl)carbamate NC1=NC=NN2C1=C(C=C2C2=NN(C=C2)C)C2=CC=C(C1=C2OCO1)NC(OC(C)(C)C)=O